C(=C)N1C(C(CC1C)C)=O N-vinyl-3,5-dimethyl-2-pyrrolidone